3-oxo-3-(1,4-dioxaspiro[4.4]nonan-7-yl)propionitrile O=C(CC#N)C1CC2(OCCO2)CC1